4-bromo-3-chloro-N-((1s,3s)-3-hydroxy-3-(trifluoromethyl)cyclobutyl)benzenesulfonamide (Z)-ethyl-2-(((2-bromo-5-chlorophenyl)amino)(methylthio)methylene)-3-oxobutanoate C(C)OC(\C(\C(C)=O)=C(/SC)\NC1=C(C=CC(=C1)Cl)Br)=O.BrC1=C(C=C(C=C1)S(=O)(=O)NC1CC(C1)(C(F)(F)F)O)Cl